FC1=C(C=C(C(=C1)C(F)(F)F)F)NS(=O)(=O)C1=CNC(=C1)C1CC(CC1)=O N-(2,5-difluoro-4-(trifluoromethyl)phenyl)-5-(3-oxocyclopentyl)-1H-pyrrole-3-sulfonamide